CN(C1=CC=C(C=C1)C1=CC=C(C=C1)CN(C(=O)C1CCCCC1)C1=CC(=CC=C1)C=1N=C(SC1)OC)C N-((4'-(Dimethylamino)-[1,1'-biphenyl]-4-yl)methyl)-N-(3-(2-methoxythiazol-4-yl)phenyl)cyclohexanecarboxamide